(1R,2S)-1'-ethyl-2-(1H-indazol-6-yl)-5'-methoxyspiro[cyclopropane-1,3'-indole]-2'-one C(C)N1C([C@@]2(C3=CC(=CC=C13)OC)[C@@H](C2)C2=CC=C1C=NNC1=C2)=O